tert-Butyl 3-[3-chloro-2-fluoro-5-(1-hydroxyethyl)-6-methoxyphenyl]azetidine-1-carboxylate ClC=1C(=C(C(=C(C1)C(C)O)OC)C1CN(C1)C(=O)OC(C)(C)C)F